2,6-difluoro-4-(propylamino)benzoic acid FC1=C(C(=O)O)C(=CC(=C1)NCCC)F